CN(C)CCOCCNCCOCCN(C)C N,N-bis(dimethylaminoethoxyethyl)amine